FC1=C(C(=CC(=C1)F)F)N1C=C(CC2=CC=CN=C12)C(=O)N (E)-1-(2,4,6-trifluorophenyl)-1,4-dihydro-1,8-naphthyridine-3-carboxamide